NC1=CC=C2C(C=C(OC2=C1N)C=1C=NN(C1)C)=O 7,8-diamino-2-(1-methyl-1H-pyrazol-4-yl)-4H-chromen-4-one